ClC=1C=C(C=CC1Cl)N1CC(CC1)C=1C(=C(C(=O)O)C(=CC1)F)F (1-(3,4-dichlorophenyl)pyrrolidin-3-yl)-2,6-difluorobenzoic acid